NC=1N(N=NC1S)NN 4-amino-3-hydrazino-5-mercapto-1,2,3-triazole